tert-butyl (5-chloro-3-((5-chloro-3-methyl-4-oxo-3,4-dihydroquinazolin-6-yl)amino)-2-fluorophenyl)carbamate ClC=1C=C(C(=C(C1)NC(OC(C)(C)C)=O)F)NC=1C(=C2C(N(C=NC2=CC1)C)=O)Cl